[K].ClC1=CC=CC(=N1)C1([C@H]2CN(C[C@@H]12)C(=O)OC(C)(C)C)C#N tert-butyl (1R,5S,6s)-6-(6-chloropyridin-2-yl)-6-cyano-3-azabicyclo[3.1.0]hexane-3-carboxylate Potassium